FC1=CC(=NN1)C(=O)N 5-fluoro-3-pyrazolecarboxamide